OCC(C)(CO)NC(=O)C=1C=2C[C@H]3[C@@H](C2N(N1)C1=NC=CC(=C1)Cl)C3 (1aS,5aS)-2-(4-Chloro-pyridin-2-yl)-1a,2,5,5a-tetrahydro-1H-2,3-diaza-cyclopropa[a]pentalene-4-carboxylic acid (2-hydroxy-1-hydroxymethyl-1-methyl-ethyl)-amide